2-benzoyl-7-methoxy-1,5-dihydro-4H-benzo[b]azepine-4-One C(C1=CC=CC=C1)(=O)C1=CC(CC2=C(N1)C=CC(=C2)OC)=O